5-(methylcarbamoyl)-6-oxo-1-((1,2,3,4-tetrahydroquinolin-8-yl)methyl)1,6-dihydropyridine-3-carboxylic acid CNC(=O)C1=CC(=CN(C1=O)CC=1C=CC=C2CCCNC12)C(=O)O